FC=1C=C(C=CC1)C=CC(C)=O 4-(3-fluorophenyl)-but-3-en-2-one